[C@@H]12OC[C@@H](N(C1)[C@@H]1[C@@H](CN(CC1)C1=CC=C(C(=N1)OCCCN)[N+](=O)[O-])F)C2 3-((6-((3R,4S)-4-((1S,4S)-2-oxa-5-azabicyclo[2.2.1]hept-5-yl)-3-fluoropiperidine-1-yl)-3-nitropyridin-2-yl)oxy)propan-1-amine